1-cyclopentyl-4-((6-propoxypyridazin-3-yl)methyl)piperazine-2,3-dione C1(CCCC1)N1C(C(N(CC1)CC=1N=NC(=CC1)OCCC)=O)=O